1-[(2S)-2-[[4-[[6-(1-fluoroethyl)-3-isopropyl-imidazo[1,2-a]pyridin-8-yl]amino]-1-piperidyl]methyl]morpholin-4-yl]prop-2-en-1-one FC(C)C=1C=C(C=2N(C1)C(=CN2)C(C)C)NC2CCN(CC2)C[C@H]2CN(CCO2)C(C=C)=O